2-ethynyl-4-hydroxypyrrolidine-1-carboxylate C(#C)C1N(CC(C1)O)C(=O)[O-]